N-(2,2-diphenylethyl)benzamide C1(=CC=CC=C1)C(CNC(C1=CC=CC=C1)=O)C1=CC=CC=C1